3-Amino-2-(4-(trifluoromethyl)-1H-pyrazol-1-yl)benzonitril NC=1C(=C(C#N)C=CC1)N1N=CC(=C1)C(F)(F)F